(E)-9-acetyltetradec-9-enoic acid C(C)(=O)\C(\CCCCCCCC(=O)O)=C\CCCC